tert-butyl (5-(2-amino-6-formyl-1H-benzo[d]imidazol-1-yl)pentyl)carbamate NC1=NC2=C(N1CCCCCNC(OC(C)(C)C)=O)C=C(C=C2)C=O